heptafluorobutyl α-chloroacrylate ClC(C(=O)OCC(C(C(F)(F)F)(F)F)(F)F)=C